5-[8,9-dihydro-6,6-dimethyl-4-morpholino-6H-(1,4)oxazino(4,3-e)purin-2-yl]-2-pyrimidinamine CC1(OCCN2C=3N=C(N=C(C3N=C21)N2CCOCC2)C=2C=NC(=NC2)N)C